N-[3-(2-methoxyquinolin-7-yl)phenyl]prop-2-enamide COC1=NC2=CC(=CC=C2C=C1)C=1C=C(C=CC1)NC(C=C)=O